C1(=CC=CC=C1)COC(=O)N1C[C@H](CCC1)O (S)-3-hydroxypiperidine-1-carboxylic acid phenylmethyl ester